(S)-4-(6-(4-(4-fluoropyrazolo[1,5-a]pyridin-2-yl)-1,4,6,7-tetrahydro-5H-imidazo[4,5-c]pyridin-5-yl)pyrimidin-4-yl)morpholine FC=1C=2N(C=CC1)N=C(C2)[C@H]2N(CCC1=C2N=CN1)C1=CC(=NC=N1)N1CCOCC1